FC=1C(=C(C=CC1)N1CCNCC1)C(F)(F)F 1-(3-fluoro-2-(trifluoromethyl)phenyl)piperazine